(7-chloro-5-(4-(3,3-dimethylazetidin-1-ylsulfonyl)phenyl)benzofuran-2-yl)methylamine ClC1=CC(=CC=2C=C(OC21)CN)C2=CC=C(C=C2)S(=O)(=O)N2CC(C2)(C)C